2-(3-hydroxyphenyl)-N-(5-methyl-4-(1-((2-nitrophenyl)sulfonyl)indolin-5-yl)thiazol-2-yl)acetamide OC=1C=C(C=CC1)CC(=O)NC=1SC(=C(N1)C=1C=C2CCN(C2=CC1)S(=O)(=O)C1=C(C=CC=C1)[N+](=O)[O-])C